CC1=CC=C(C=C1)S(=O)(=O)OC[C@@H](CO)O (R)-2,3-dihydroxypropyl 4-methylbenzenesulfonate